NC1=C2C(=NC(=C1)Cl)N(C=N2)[C@H]2[C@@H]([C@@]([C@H](O2)COC(C(=O)O)(C(=O)O)CC2=CC=C(C=C2)N2C(NCCC2)=O)(O)C#C)O 2-(((2R,3S,4R,5R)-5-(7-amino-5-chloro-3H-imidazo[4,5-b]pyridin-3-yl)-3-ethynyl-3,4-dihydroxytetrahydrofuran-2-yl)methoxy)-2-(4-(2-oxotetrahydropyrimidin-1(2H)-yl)benzyl)malonic acid